2-(4-((1-(4-methoxybenzyl)-5-(1-methylcyclopentyl)-6-oxo-1,6-dihydropyridazin-3-yl)methyl)-3,5-dimethylphenyl)-3,5-dioxo-2,3,4,5-tetrahydro-1,2,4-triazine-6-carbonitrile COC1=CC=C(CN2N=C(C=C(C2=O)C2(CCCC2)C)CC2=C(C=C(C=C2C)N2N=C(C(NC2=O)=O)C#N)C)C=C1